4-Methoxy-3H-spiro[furo[3,4-c]pyridine-1,3'-piperidine] COC1=NC=CC2=C1COC21CNCCC1